CCC(/C=C/Cl)(C#C)O The molecule is propargyl alcohol in which the methylene hydrogens are substituted by ethyl and 2-chlorovinyl groups. A hypnotic and sedative, it is used for treatment of insomnia in some cases where an intolerance or allergy to more commonly used drugs exists. It has a role as a sedative. It is a tertiary alcohol, an organochlorine compound, an enyne and a terminal acetylenic compound.